3-chloro-5-(1-(4-fluorophenyl)-1H-pyrazol-4-yl)-4-methyl-picolinenitrile ClC=1C(=NC=C(C1C)C=1C=NN(C1)C1=CC=C(C=C1)F)C#N